2-(isoindolin-2-ylmethyl)-5-((6-(trifluoromethyl)pyridin-3-yl)methoxy)-4H-pyran-4-one C1N(CC2=CC=CC=C12)CC=1OC=C(C(C1)=O)OCC=1C=NC(=CC1)C(F)(F)F